OC1=C(C(=CC(=C1)C)C)C1=CC=C(N=N1)N1[C@H]2[C@@H](OCC1)CCN(C2)C(=O)OCC2=CC=CC=C2 |r| benzyl rac-(4aR,8aS)-4-[6-(2-hydroxy-4,6-dimethyl-phenyl)pyridazin-3-yl]-3,4a,5,7,8,8a-hexahydro-2H-pyrido[4,3-b][1,4]oxazine-6-carboxylate